diaminodicyclopentadienyl-iron NC=1C(C=CC1)([Fe]C1C=CC=C1)N